OC1CC(C1)CNC(C1=CC(=CC=C1)CN1C(C2=CC=C(C=C2C=C1)C1=CC=NN1C)=O)=O N-((3-Hydroxycyclobutyl)methyl)-3-((6-(1-methyl-1H-pyrazol-5-yl)-1-oxoisoquinolin-2(1H)-yl)methyl)benzamide